FC1=CC=CC=2C(COC21)=O 7-fluorobenzofuran-3-one